ClC([2H])([2H])Cl DICHLORO-METHANE-d2